4-((6-Phenylpyridazin-3-yl)amino)bicyclo[2.2.1]heptane-1-carboxylic acid C1(=CC=CC=C1)C1=CC=C(N=N1)NC12CCC(CC1)(C2)C(=O)O